ClC=1C=C(C(=O)NC2=CC(=C(C=C2)C)NC2=NC=CC=C2C2=C3N=CN(C3=NC=N2)C2OCCCC2)C=CC1C(F)(F)F 3-chloro-N-(4-methyl-3-((3-(9-(tetrahydro-2H-pyran-2-yl)-9H-purin-6-yl)pyridin-2-yl)amino)phenyl)-4-(trifluoromethyl)-benzamide